N[C@H]1CS(C2=C(N(C1=O)CC1=CC=C(C=C1)Cl)C=C(C(=C2)F)C=2OC(=NN2)C(C)(C)C)=O (3R)-3-amino-7-(5-tert-butyl-1,3,4-oxadiazol-2-yl)-5-[(4-chlorophenyl)methyl]-8-fluoro-1-oxo-2,3-dihydro-1lambda4,5-benzothiazepin-4-one